ClC1=C(C=CC(=C1)F)N1N=CC(=C1)C(=O)N1[C@@H]2C(NCCCN3C=C4C(C=CC=C4C=4C=CC=C(O[C@H](C1)C2)C4)=N3)=O (15S,18S)-16-[1-(2-chloro-4-fluoro-phenyl)pyrazole-4-carbonyl]-19-oxa-9,13,16,26-tetrazapentacyclo[18.3.1.16,9.115,18.02,7]hexacosa-1(24),2,4,6(26),7,20,22-heptaen-14-one